ClC1=CC=C(C=C1)C1=CC(=NC(=N1)C=1C=NC=CC1)NC1CNCCC1 6-(4-chlorophenyl)-N-(piperidin-3-yl)-2-(pyridin-3-yl)pyrimidin-4-amine